ClC=1C=CC=2N(C1)C(=CN2)C2=NC=CC(=N2)N2C[C@H](N(CC2)C2CC2)C(=O)N (s)-4-(2-(6-chloroimidazo[1,2-a]pyridin-3-yl)pyrimidin-4-yl)-1-cyclopropylpiperazine-2-carboxamide